CCCCCCC(CC)N Nonane-7-amine